6-(3-amino-5-chloro-6-(4-(4-isopropylpiperazin-1-yl)phenyl)pyrazin-2-yl)-7-fluoro-3,4-dihydroisoquinolin-1(2H)-one NC=1C(=NC(=C(N1)Cl)C1=CC=C(C=C1)N1CCN(CC1)C(C)C)C=1C=C2CCNC(C2=CC1F)=O